ClC=1C=C2C=3C=C(C=C(C3NC2=CC1)CCNC(=N)N)NC=1N(C=CN1)C 1-(2-(6-Chloro-3-((1-methyl-1H-imidazol-2-yl)amino)-9H-carbazol-1-yl)ethyl)guanidine